C1(CC1)C1=NC2=C(N1)C=CC(=C2)C#C 2-cyclopropyl-5-ethynyl-1H-1,3-benzodiazole